benzyl {(2R)-6-(benzyloxy)-7-[(tert-butoxycarbonyl)amino]-8-fluoro-1,2,3,4-tetrahydronaphthalen-2-yl}(3-methylbutyl)carbamate C(C1=CC=CC=C1)OC=1C=C2CC[C@H](CC2=C(C1NC(=O)OC(C)(C)C)F)N(C(OCC1=CC=CC=C1)=O)CCC(C)C